(2S,3S,4R,5R)-5-(6-((1H-tetrazol-5-yl)methylamino)-2-(5-chloropyridin-3-yl)-9H-purin-9-yl)-3,4-dihydroxyl-N-(methyl-d3)-tetrahydrofuran-2-formamide N1N=NN=C1CNC1=C2N=CN(C2=NC(=N1)C=1C=NC=C(C1)Cl)[C@H]1[C@@H]([C@@H]([C@H](O1)C(=O)NC([2H])([2H])[2H])O)O